C(C(=O)O)NS(=O)(=O)C(C(C(C(C(C(C(C(F)(F)F)(F)F)(F)F)(F)F)(F)F)(F)F)(F)F)(F)F The molecule is a monocarboxylic acid that is (sulfoamino)acetic acid substituted by a heptadecafluorooctyl group at the sulfur atom. It has a role as a xenobiotic and an environmental contaminant. It is an organofluorine compound, a sulfonamide and a monocarboxylic acid. It derives from a perfluorooctane-1-sulfonic acid and a perfluorooctanesulfonamide.